NC1(CCN(CC1)C1=NC(=C(C(=N1)C(=O)N)C1=CC=NC=C1)C)C 2-(4-Amino-4-methyl-piperidin-1-yl)-6-methyl-5-pyridin-4-yl-pyrimidine-4-carboxylic acid amide